tri(butoxymethyl)amine C(CCC)OCN(COCCCC)COCCCC